C(C1=CC=CC=C1)NC=1C(=CC=C(C1)N1CCN(CC1)C1=CC=C(C=C1)Br)N N1-benzyl-5-(4-(4-bromophenyl)piperazin-1-yl)benzene-1,2-diamine